CCCCC(CC(=O)OC(CC(=O)[O-])C[N+](C)(C)C)O 3-hydroxyhexanoyl-carnitine